zirconium ethylacetate C(C)OC(C)=O.[Zr]